8-methoxy-3,3,5-trimethylisochroman-1-one COC=1C=CC(=C2CC(OC(C12)=O)(C)C)C